O4-benzyl O1-tert-butyl 2-(3-ethoxy-3-oxo-propyl)piperazine-1,4-dicarboxylate C(C)OC(CCC1N(CCN(C1)C(=O)OCC1=CC=CC=C1)C(=O)OC(C)(C)C)=O